C(C)(C)(CC)OC(CC(CC(C)(C)C)C)=O 3,5,5-Trimethylhexanoic acid Tert-amyl ester